NCCOCCOCC1=CC(=C(C=C1)CN1C=CC=2N=C(N=C(C21)NCCCCC)N)OC 5-[(4-{[2-(2-Aminoethoxy)ethoxy]methyl}-2-methoxyphenyl)methyl]-N4-pentyl-5H-pyrrolo[3,2-d]pyrimidine-2,4-diamine